C(C)C=1C=C2CN(C(C2=CC1CC1=CC=C(C=C1)OC)=O)[C@H]1COCC[C@@H]1O 1,5-anhydro-2,4-dideoxy-2-(5-ethyl-6-(4-methoxybenzyl)-1-oxo-1,3-dihydro-2H-isoindol-2-yl)-L-threo-pentitol